2-(4-allyl-2,6-dimethoxyphenoxy)-1-(4-hydroxy-3-methoxyphenyl)-1-propanol C(C=C)C1=CC(=C(OC(C(O)C2=CC(=C(C=C2)O)OC)C)C(=C1)OC)OC